FC(C1=CC=C(C=C1)N(C1=CC=CC=C1)C(C1=CC=CC=C1)=O)(F)F N-(4-trifluoromethylphenyl)benzanilide